4,4-dimethyl-3,4-dihydro-2H-pyran CC1(CCOC=C1)C